C(C)OC=1C=C(/C=C/C2=CC(=C(C=C2)O)OC)C=C(C1)OCC=C(C)C (E)-4-(3-ethoxy-5-((3-methylbut-2-en-1-yl)oxy)styryl)-2-methoxyphenol